6-[(5-chloro-4-methylpyridin-2-yl)amino]-4-{[3-methoxy-4-(5-methyl-1,2,4-oxadiazol-3-yl)pyridin-2-yl]amino}-N-(2H3)methylpyridazine-3-carboxamide ClC=1C(=CC(=NC1)NC1=CC(=C(N=N1)C(=O)NC([2H])([2H])[2H])NC1=NC=CC(=C1OC)C1=NOC(=N1)C)C